C(C)(C)OC(=O)C=1C(=C(N2C=C(C=C2C1)C1=CN=CN1C)C(C)N1CCOCC1)C 6-methyl-2-(1-methyl-1H-imidazol-5-yl)-5-(1-morpholinoethyl)indolizine-7-carboxylic acid isopropyl ester